p-phenylbenzoate C1(=CC=CC=C1)C1=CC=C(C(=O)[O-])C=C1